1,4-bis((3-(1-propylpiperidin-4-yl)phenyl)sulfonyl)butane C(CC)N1CCC(CC1)C=1C=C(C=CC1)S(=O)(=O)CCCCS(=O)(=O)C1=CC(=CC=C1)C1CCN(CC1)CCC